ONC(=O)C1=CC=C(C=C1)NC(OCC1=CC2=C(C=CC=C2C=C1)CN(CC)CC)=O (8-[(diethylamino)methyl]naphthalen-2-yl)methyl [4-(hydroxycarbamoyl)phenyl]carbamate